3-(2-chloro-N-(1-cyclopropylethyl)isonicotinamido)-2-fluorobenzoyl chloride ClC=1C=C(C(=O)N(C(C)C2CC2)C=2C(=C(C(=O)Cl)C=CC2)F)C=CN1